C1(=CC=CC=C1)P(C1=C(C2=CC=CC=C2C=C1)C1=C(C=CC2=CC=CC=C12)P(C1=CC=CC=C1)C1=CC=CC=C1)C1=CC=CC=C1 [1-(2-diphenylphosphino-1-naphthyl)-2-naphthyl]Diphenyl-phosphane